perfluoro-hexyl-trimethoxysilane FC(O[Si](OC(F)(F)F)(OC(F)(F)F)C(C(C(C(C(C(F)(F)F)(F)F)(F)F)(F)F)(F)F)(F)F)(F)F